C1(CC1)C=1N=CN(C1)C1CC2(CN(C2)C(=O)N2CC(C2)OCC2=CC=C(C=C2)S(F)(F)(F)(F)F)C1 [6-(4-cyclopropylimidazol-1-yl)-2-azaspiro[3.3]heptan-2-yl]-[3-[[4-(pentafluoro-λ6-sulfanyl)phenyl]methoxy]azetidin-1-yl]methanone